3-(1-methylcyclopropyl)propane-1,3-dione CC1(CC1)C(CC=O)=O